(2,5-dichloropyrimidin-4-yl)benzaldehyde-2,3,5,6-d4 ClC1=NC=C(C(=N1)C1=C(C(=C(C=O)C(=C1[2H])[2H])[2H])[2H])Cl